COC1=C(C=CC(=C1)OC)C1=CC(=NN1)CSN1C=CC2=CC=CC=C12 ((5-(2,4-dimethoxyphenyl)-1H-pyrazol-3-yl)methyl)thio-1H-indole